((3-(1,8-naphthyridin-2-yl)propoxy)methyl)pyrrolidine-1-carboxylic acid (R)-tert-butyl ester C(C)(C)(C)OC(=O)N1C(CCC1)COCCCC1=NC2=NC=CC=C2C=C1